C(#N)C1=CC=2N(N=C1)C(=CC2)C2=CC(=C(C=N2)C2=NN=C(S2)C2CCC(CC2)NC(=O)C21CC(C2)(C1)C(=O)O)NC 3-(((1r,4r)-4-(5-(6-(3-cyanopyrrolo[1,2-b]pyridazin-7-yl)-4-(methylamino)pyridin-3-yl)-1,3,4-thiadiazol-2-yl)cyclohexyl)carbamoyl)bicyclo[1.1.1]pentane-1-carboxylic acid